(5-(1-cyclopropylethyl)-2,3-dihydro-1H-inden-4-ylcarbamoyl)-1-ethylpiperidine-4-sulfonamide C1(CC1)C(C)C=1C(=C2CCCC2=CC1)NC(=O)C1N(CCC(C1)S(=O)(=O)N)CC